6-(tert-butylsulfonyl)-3-iodo-7-((1-methyl-1H-pyrazol-3-yl)methoxy)imidazo[1,2-a]pyridine C(C)(C)(C)S(=O)(=O)C=1C(=CC=2N(C1)C(=CN2)I)OCC2=NN(C=C2)C